5-chloro-2'-(2-{4-[methyl(methyl-imino)oxo-λ6-sulfanyl]phenoxy}ethyl)-1,2-dihydrospiro[indole-3,4'-piperidin]-2-one ClC=1C=C2C(=CC1)NC(C21CC(NCC1)CCOC1=CC=C(C=C1)S(=O)(=NC)C)=O